CS(=O)(=O)C1CN(C1)C(=O)O[C@@H]1CC[C@H](CC1)C(N(C1=NC=CC(=C1)C=1C=NN(C1)C(C)C)C[C@@H]1CC[C@H](CC1)C1=CC(=C(C=C1)OC)C#N)=O trans-4-(((trans-4-(3-Cyano-4-methoxyphenyl)cyclohexyl)methyl)(4-(1-isopropyl-1H-pyrazol-4-yl)pyridin-2-yl)carbamoyl)cyclohexyl 3-(methylsulfonyl)azetidine-1-carboxylate